N1(CCCCC1)CCCCCCN 6-(piperidin-1-yl)hexan-1-amine